FC=1C=C(C=CC1C(F)(F)F)C1=NN2C(C=NCC2)=C1C1=CC=NC=C1 2-[3-fluoro-4-(trifluoromethyl)phenyl]-3-(pyridin-4-yl)-6,7-dihydropyrazolo[1,5-a]pyrazin